N-(5-bromo-1-methyl-2-oxo-4-pyridinyl)-N-methyl-carbamic acid tert-butyl ester C(C)(C)(C)OC(N(C)C1=CC(N(C=C1Br)C)=O)=O